E-2-methyl-3-(3,7,11,15-tetramethylhexadec-2-enyl)naphthalene-1,4-dione CC=1C(C2=CC=CC=C2C(C1C\C=C(\CCCC(CCCC(CCCC(C)C)C)C)/C)=O)=O